tert-butyl (R)-3-(((4-((tert-butyldimethylsilyl)oxy)butyl)((S)-5,6,7,8-tetrahydroquinolin-8-yl)amino)methyl)-5-morpholino-3,4-dihydroisoquinoline-2(1H)-carboxylate [Si](C)(C)(C(C)(C)C)OCCCCN([C@H]1CCCC=2C=CC=NC12)C[C@@H]1N(CC2=CC=CC(=C2C1)N1CCOCC1)C(=O)OC(C)(C)C